1-((1R,5R)-6-(7-(5-chloroisoquinolin-4-yl)-6-fluoro-2-((tetrahydro-1H-pyrrolizin-7a(5H)-yl)methoxy)quinazolin-4-yl)-2,6-diazabicyclo[3.2.0]hept-2-yl)prop-2-en-1-one ClC1=C2C(=CN=CC2=CC=C1)C1=C(C=C2C(=NC(=NC2=C1)OCC12CCCN2CCC1)N1[C@@H]2CCN([C@@H]2C1)C(C=C)=O)F